S1C2=C(C(=C1)C1=NN=NN1CC1=CC=C(C=C1)C=1OC(=NN1)C(F)F)C=CC=C2 2-(4-((5-(benzo[b]thiophen-3-yl)-1H-tetrazol-1-yl)methyl)phenyl)-5-(difluoromethyl)-1,3,4-oxadiazole